SC(C(=O)O)CCC mercaptovaleric acid